ClC=1C=CC(=C(C(=O)NC2=C(C=C(C=C2)C(F)(F)F)Cl)C1)NS(=O)(=O)N1CCNCC1 5-chloro-N-(2-chloro-4-(trifluoromethyl)phenyl)-2-(piperazine-1-sulfonylamino)benzamide